(Z)-3-((tert-butylamino)methylene)-6-chloro-2-(5-chloro-2-hydroxyphenyl)chroman-4-one C(C)(C)(C)N\C=C/1\C(OC2=CC=C(C=C2C1=O)Cl)C1=C(C=CC(=C1)Cl)O